OC1=CC=C(C=C1)\C(=C(\CC)/C1=CC=CC=C1)\C1=CC=C(C=C1)N1CCN(CC1)C(=O)N1CCN(CC1)C=1C=C2CN(C(C2=CC1)=O)[C@@H]1C(NC(CC1)=O)=O (S,Z)-3-(5-(4-(4-(4-(1-(4-hydroxyphenyl)-2-phenylbut-1-en-1-yl)phenyl)piperazine-1-carbonyl)piperazin-1-yl)-1-oxoisoindolin-2-yl)piperidine-2,6-dione